N-(2-bromoprop-2-enyl)undec-10-enamide n-undecyl-caprate C(CCCCCCCCCC)OC(=O)CCCCCCCCC.BrC(CNC(CCCCCCCCC=C)=O)=C